BrC1=CC(=NC=C1C)OC 4-bromo-2-methoxy-5-methyl-pyridine